C1(C=CC(N1C1=CC=C(C=C1)CCCC(=O)O)=O)=O 4-(p-maleimidophenyl)butanoic acid